COC1=CC=CC=N1 6-methoxy-pyridine